2-(3,5-Dichloro-4-((1-(3-fluorophenyl)-6-oxo-1,6-dihydropyridazin-3-yl)methyl)phenyl)-3,5-dioxo-2,3,4,5-tetrahydro-1,2,4-triazine-6-carbonitrile ClC=1C=C(C=C(C1CC1=NN(C(C=C1)=O)C1=CC(=CC=C1)F)Cl)N1N=C(C(NC1=O)=O)C#N